NC1=C(C(=NN1C1(CC1)C)C1=CC=C(C=C1)C(C)C(NC1=CC(=NO1)C12CC(C1)(C2)C)=O)C(=O)N 5-amino-3-[4-[1-[(3-[3-methylbicyclo[1.1.1]pent-1-yl]-1,2-oxazol-5-yl)carbamoyl]ethyl]phenyl]-1-(1-methylcyclopropyl)pyrazole-4-carboxamide